methyl 2-((acetoxyimino) (ethoxy) methyl)-3-phenylacrylate C(C)(=O)ON=C(C(C(=O)OC)=CC1=CC=CC=C1)OCC